tert-butyl (2-(4-((17-amino-3,6,9,12,15-pentaoxaheptadecyl)carbamoyl)piperazin-1-yl)ethyl)carbamate NCCOCCOCCOCCOCCOCCNC(=O)N1CCN(CC1)CCNC(OC(C)(C)C)=O